N=[S@@](N1CC2(CN(C2)C2=C(C=NC3=C(C=CC=C23)OC)C#N)CC1)(=O)C (S)-4-{6-[imino(methyl)oxo-λ6-sulfanyl]-2,6-diazaspiro[3.4]octan-2-yl}-8-methoxyquinoline-3-carbonitrile